(R)-tert-butyl(1-oxo-1-(4-(3-(trifluoromethyl)phenyl)piperazin-1-yl)propan-2-yl) carbamate C(N)(O[C@@H](C(N1CCN(CC1)C1=CC(=CC=C1)C(F)(F)F)=O)CC(C)(C)C)=O